OC[C@@H](COCCCCCCCCCCCCCCCCCC)OCC1=C(C=C(C#N)C=C1)OC 4-[[(1S)-1-(Hydroxymethyl)-2-octadecoxy-ethoxy]methyl]-3-methoxy-benzonitrile